tert-butyl ((1r,4r)-4-(4-amino-2-(4,4,5,5-tetramethyl-1,3,2-dioxaborolan-2-yl)phenoxy)cyclohexyl)carbamate NC1=CC(=C(OC2CCC(CC2)NC(OC(C)(C)C)=O)C=C1)B1OC(C(O1)(C)C)(C)C